(5-bromo-3-fluoropyridin-2-yl)methyl methanesulfonate CS(=O)(=O)OCC1=NC=C(C=C1F)Br